COC1=C(NC2=NSC3=C2C=CC=C3)C=CC=C1C1=CC3=C(OCCO3)C=C1 3-(2-methoxy-3-(1,4-benzodioxan-6-yl)anilino)benzisothiazol